1-[(RS)-2-(4-chloro-2-fluorophenyl)-4-methyl-3-(pyridin-4-yl)-6,7-dihydropyrazolo[1,5-a]pyrazin-5(4H)-yl]prop-2-en-1-one ClC1=CC(=C(C=C1)C1=NN2C([C@H](N(CC2)C(C=C)=O)C)=C1C1=CC=NC=C1)F |r|